glyceryl trimyristoleate CCCC/C=C\CCCCCCCC(=O)OCC(OC(=O)CCCCCCC/C=C\CCCC)COC(=O)CCCCCCC/C=C\CCCC